tert-butyl-3-(7-(2-((tert-butoxycarbonyl)amino)-7-fluorobenzo[b]thiophen-4-yl)-2-(2,2-dimethoxyethoxy)-8-fluoro-6-(trifluoromethyl)quinazolin-4-yl)-3,8-diazabicyclo[3.2.1]octane C(C)(C)(C)C12CN(CC(CC1)N2)C2=NC(=NC1=C(C(=C(C=C21)C(F)(F)F)C2=CC=C(C=1SC(=CC12)NC(=O)OC(C)(C)C)F)F)OCC(OC)OC